CC=1C(=NC(=NC1)NC1=CC=NN1C)C=1C=C2N(C(N(CC2)[C@@H](C(=O)O)C)=O)C1 (R)-2-(6-(5-Methyl-2-((1-methyl-1H-pyrazol-5-yl)amino)pyrimidin-4-yl)-1-oxo-3,4-dihydropyrrolo[1,2-c]pyrimidin-2(1H)-yl)propanoic acid